2-(3-methyl-5-(prop-1-en-2-yl)cyclopent-2-en-1-yl)-5-propylbenzene-1,3-diol CC1=CC(C(C1)C(=C)C)C1=C(C=C(C=C1O)CCC)O